6-bromo-1-oxo-3-(trifluoromethyl)-1H-isochromene-4-carboxylic acid BrC=1C=C2C(=C(OC(C2=CC1)=O)C(F)(F)F)C(=O)O